2,6-dicyclohexyl-4-(5-fluorobenzo[b]thiophen-3-yl)-1,4-dihydropyridine-3,5-dicarboxylic acid dimethyl ester COC(=O)C1=C(NC(=C(C1C=1C2=C(SC1)C=CC(=C2)F)C(=O)OC)C2CCCCC2)C2CCCCC2